OC1=C(C2=CC=CC=C2C=C1)CN1C(=NC=C1)C1=CC=CC=C1 1-(2-hydroxynaphthylmethyl)-2-phenylimidazole